3-(5-(7-(((2-chlorophenethyl)amino)methyl)imidazo[1,5-a]pyridin-5-yl)-1-oxoisoindolin-2-yl)piperidine-2,6-dione ClC1=C(CCNCC2=CC=3N(C(=C2)C=2C=C4CN(C(C4=CC2)=O)C2C(NC(CC2)=O)=O)C=NC3)C=CC=C1